Lanthanum(III) nitrate [N+](=O)([O-])[O-].[La+3].[N+](=O)([O-])[O-].[N+](=O)([O-])[O-]